(4-methyl)chlorobenzamide CC1=CC(=C(C(=O)N)C=C1)Cl